C(#N)C=1C=NC(=NC1)N1CCN(CC1)C(CO\N=C\[C@H](C)NC(OC(C)(C)C)=O)=O (S,E)-tert-butyl (1-((2-(4-(5-cyanopyrimidin-2-yl)piperazin-1-yl)-2-oxoethoxy)imino)propan-2-yl)carbamate